(S)-1-(4-(2-(difluoromethyl)pyridin-4-yl)-2-(trifluoromethyl)phenoxy)-2,4-dimethylpentan-2-amine FC(C1=NC=CC(=C1)C1=CC(=C(OC[C@](CC(C)C)(N)C)C=C1)C(F)(F)F)F